FC1=C(C=CC=C1)S(=O)(=O)NNC(C1=CC(=CC(=C1)C1=NC=CC=C1)F)=O 2-fluoro-N'-(3-fluoro-5-(pyridin-2-yl)benzoyl)benzenesulfonohydrazide